OC1=C(C=C(C=C1O)S(=O)(=O)[O-])S(=O)(=O)[O-] 4,5-dihydroxy-benzene-1,3-disulfonate